N-(3-(3,3,3-trifluoro-2-hydroxy-2-methylpropyl)-1,2,4-thiadiazol-5-yl)-5-(3-(trifluoro-methoxy)phenyl)furan-3-carboxamide FC(C(CC1=NSC(=N1)NC(=O)C1=COC(=C1)C1=CC(=CC=C1)OC(F)(F)F)(C)O)(F)F